3-(6-(4-(3-(1-(4-((5-hydroxy-2-(4-hydroxyphenyl)-3-methyl-1H-indol-1-yl)-methyl)phenyl)piperidin-4-yl)propyl)piperazin-1-yl)-1-methyl-1H-indazol-3-yl)piperidine-2,6-dione OC=1C=C2C(=C(N(C2=CC1)CC1=CC=C(C=C1)N1CCC(CC1)CCCN1CCN(CC1)C1=CC=C2C(=NN(C2=C1)C)C1C(NC(CC1)=O)=O)C1=CC=C(C=C1)O)C